O=C1NC(CC[C@H]1N1CC2=CC=C(C(=C2C1=O)F)CNC(OC1CC(C1)C1=CC=CC2=C1N=CS2)=O)=O (1r,3r)-3-(benzo[d]thiazol-4-yl)cyclobutyl ((2-(2,6-dioxopiperidin-3-yl)-4-fluoro-3-oxoisoindolin-5-yl)methyl)carbamate